C1(CCCCCC1)NCC(C)C 3-Cycloheptylamino-2-methylpropan